(2,3-dimethoxy)-3-methoxypropylamine COC(CN)C(OC)OC